FC1([C@H](C2=C(N(N=C2C(F)(F)F)[C@H]2C[C@@H](C(CC2)(F)F)F)C1)O)F (4S)-5,5-difluoro-1-[(1R,3S)-3,4,4-trifluorocyclohexyl]-3-(trifluoromethyl)-4,6-dihydrocyclopenta[c]pyrazol-4-ol